ClC=1C=C(C=C2C=C(NC12)C(=O)N1CC2(C[C@H]1C(=O)N[C@@H](C[C@H]1C(NC(C1)(C)C)=O)C#N)CCCCC2)OC (3S)-2-(7-chloro-5-methoxy-1H-indole-2-carbonyl)-N-[(1S)-1-cyano-2-[(3R)-5,5-dimethyl-2-oxo-pyrrolidin-3-yl]ethyl]-2-azaspiro[4.5]decane-3-carboxamide